C(C)(C)(C)OC(=O)N(C1CN(C1)C1=NC=C(C(=N1)OCC)C(=O)O)C 2-(3-((tert-butoxycarbonyl)(methyl)amino)azetidin-1-yl)-4-ethoxypyrimidine-5-carboxylic acid